[N+](=O)([O-])C=1C=C2CCC(N(C2=CC1)CC1=CC=C(C#N)C=C1)=O 4-((6-nitro-2-oxo-3,4-dihydroquinolin-1(2H)-yl)methyl)benzonitrile